C(C1=CC=CC=C1)=NCCN=CC1=CC=CC=C1 N1,N2-dibenzylideneethane-1,2-diamine